tert-butyl 2-[(3-bromo-2-fluorophenyl)methyl]-4-methyl-3-oxopyrrolidine-1-carboxylate BrC=1C(=C(C=CC1)CC1N(CC(C1=O)C)C(=O)OC(C)(C)C)F